C(CCC(=O)N(CCO)CCO)CC(=O)N(CCO)CCO N,N,N',N'-tetrakis(2-hydroxyethyl)hexanediamide